ClC1=CC=C2C(=N1)N(C=C2C=2C(=NC=C(C2C)F)OC)COCC[Si](C)(C)C 3-(6-chloro-1-[[2-(trimethylsilyl)ethoxy]methyl]pyrrolo[2,3-b]pyridin-3-yl)-5-fluoro-2-methoxy-4-methylpyridine